ClC=1C(=NC(=NC1)NC1=CC=C(C=C1)OCCN1CCN(CC1)C)NC1=C(C=CC=C1)P(=O)(C)C 5-chloro-N4-(2-Dimethylphosphorylphenyl)-N2-[4-[2-(4-methylpiperazin-1-yl)ethoxy]phenyl]pyrimidine-2,4-diamine